N-(6-((2-(dimethylamino)ethyl)(methyl)amino)-2-Methoxy-5-nitropyridin-3-yl)acetamide CN(CCN(C1=C(C=C(C(=N1)OC)NC(C)=O)[N+](=O)[O-])C)C